CC1=CC=C(C=C1)S(=O)(=O)O.F/C=C(\CN)/COC1=CC2=C(N=C(O2)N2CC(C2)C)C=C1 (E)-3-fluoro-2-(((2-(3-methylazetidin-1-yl)benzo[d]oxazol-6-yl)oxy)methyl)prop-2-en-1-amine 4-methylbenzenesulfonate